FC(C=1C=C(C=CC1)B(O)O)F 3-DIFLUOROMETHYL-PHENYLBORONIC ACID